3-[3-(4-tert-Butylphenylamino)-2-hydroxypropyl]-1H-1,2,4-triazole-5(4H)-thione C(C)(C)(C)C1=CC=C(C=C1)NCC(CC1=NNC(N1)=S)O